C(C1=CC=CC=C1)N1C(C=C(C=C1CCC=C)C)=O 1-benzyl-6-(but-3-en-1-yl)-4-methylpyridin-2(1H)-one